benzo-morpholine O1CCNC2=C1C=CC=C2